thiazol-4-amine HCl salt Cl.S1C=NC(=C1)N